ethyl 4-[1-[3-[1,3-benzodioxol-5-yl(methyl)carbamoyl]phenyl]-3-(trifluoromethyl)-6,7-dihydro-4H-pyrazolo[4,3-c]pyridin-5-yl]butanoate O1COC2=C1C=CC(=C2)N(C(=O)C=2C=C(C=CC2)N2N=C(C=1CN(CCC12)CCCC(=O)OCC)C(F)(F)F)C